C(C)C(C(=O)[O-])CCCC.C[N+](C)(C)C tetramethylammonium 2-ethylhexanoate